COC(=O)C=1N=C(N(C1)C)C(=O)O (methoxycarbonyl)-1-methyl-1H-imidazole-2-carboxylic acid